(2r,3r,4r,5s)-1-(4-fluorophenethyl)-2-(hydroxymethyl)piperidine-3,4,5-triol FC1=CC=C(CCN2[C@@H]([C@H]([C@@H]([C@H](C2)O)O)O)CO)C=C1